C1(CC1)C([C@@H](C(=O)NC1=NC(=C(C=C1)C=1C(=NNC1CC)C)F)NC(=O)C=1N(N=CC1)CCC(C(F)(F)F)O)C1CC1 N-[(1S)-1-(dicyclopropylmethyl)-2-[[5-(5-ethyl-3-methyl-1H-pyrazol-4-yl)-6-fluoro-2-pyridyl]amino]-2-oxo-ethyl]-2-(4,4,4-trifluoro-3-hydroxy-butyl)pyrazole-3-carboxamide